NC1=C(C(=NC(=C1F)C1=CC=C2C=CNC2=C1F)C(=O)OCC1=CC=CC=C1)Cl Benzyl 4-amino-3-chloro-5-fluoro-6-(7-fluoro-1H-indol-6-yl)pyridin-2-carboxylat